COC(COCCOCCOCCOCCOCC)=O 3,6,9,12,15-pentaoxaheptadecanoic acid methyl ester